iron-scandium oxide [O-2].[Sc+3].[Fe+2]